N-propylthiazole-4-carboxamide C(CC)NC(=O)C=1N=CSC1